SC(C(=O)O)C.SC(C(=O)O)C.SC(C(=O)O)C.C(O)C(CC)(CO)CO trimethylolpropane tri(e-mercaptopropionate)